C(C)O[Si](CCCNCCC[Si](OCC)(OCC)OCC)(OCC)OCC 3-(triethoxysilyl)-N-[3-(triethoxysilyl)propyl]-1-propylamine